(R)-2-amino-N-(6-fluoro-3,4-dihydro-2H-pyrano[3,2-b]pyridin-4-yl)-3-methyl-N-((6-(trifluoromethyl)pyridazin-3-yl)methyl)quinoline-6-carboxamide NC1=NC2=CC=C(C=C2C=C1C)C(=O)N(CC=1N=NC(=CC1)C(F)(F)F)[C@@H]1CCOC=2C1=NC(=CC2)F